CC(=O)N[C@@H]1[C@H]([C@H]([C@H](O[C@H]1O[C@@H]2[C@H](OC([C@@H]([C@H]2O)NC(=O)C)O)CO)CO)OS(=O)(=O)O)O The molecule is an amino disaccharide consisting of 2-acetamido-2-deoxy-4-O-sulfo-beta-D-galactopyranose and 2-acetamido-2-deoxy-D-glucopyranose joined in sequence by a (1->4) glycosidic bond. It is an amino disaccharide, an oligosaccharide sulfate, a member of acetamides and a glucosamine oligosaccharide. It derives from a N-acetyl-beta-D-galactosamine 4-sulfate and a N-acetyl-D-glucosamine.